N-[3-(2-chloro-5-fluorophenyl)-1-oxo-2,3-dihydro-1H-pyrrolo[3,4-b]imidazo[2,3-f]pyridin-4-yl]-5-fluoro-3-(trifluoromethyl)benzamide ClC1=C(C=C(C=C1)F)C1NC(C=2N3C(C=C(C21)NC(C2=CC(=CC(=C2)F)C(F)(F)F)=O)=NC=C3)=O